6'-(((1S,3S)-3-((3H-Imidazo[4,5-b]pyridin-2-yl)amino)cyclopentyl)amino)-5-(2H-tetrazol-5-yl)-2H-[1,3'-bipyridin]-2-one N1=C(NC2=NC=CC=C21)N[C@@H]2C[C@H](CC2)NC2=CC=C(C=N2)N2C(C=CC(=C2)C=2N=NNN2)=O